1-[4-[4-[5-[(2,6-difluorophenoxy)-methyl]-4,5-dihydro-3-isoxazolyl]-2-thiazolyl]-1-piperidinyl]-2-[5-methyl-3-(trifluoromethyl)-1H-pyrazol-1-yl]ethanone FC1=C(OCC2CC(=NO2)C=2N=C(SC2)C2CCN(CC2)C(CN2N=C(C=C2C)C(F)(F)F)=O)C(=CC=C1)F